Aminomethanesulfinic acid NCS(=O)O